2-{[(1R)-1-(4-chlorophenyl)-7-fluoro-5-{1-hydroxy-1-[trans-4-hydroxycyclohexyl]propyl}-3-oxo-1-[(3S)-oxolan-3-yloxy]-2,3-dihydro-1H-isoindol-2-yl]methyl}pyrimidine-5-carbonitrile ClC1=CC=C(C=C1)[C@@]1(N(C(C2=CC(=CC(=C12)F)C(CC)([C@@H]1CC[C@H](CC1)O)O)=O)CC1=NC=C(C=N1)C#N)O[C@@H]1COCC1